C(#N)C1=CC(=CC2=CC=CC=C12)OC[C@H](C)NC(OC(C)(C)C)=O Tert-butyl N-[(1S)-2-[(4-cyano-2-naphthyl)oxy]-1-methyl-ethyl]carbamate